1-(2-chloroethyl)-4-(3-chloropropyl)-piperazine hydrochloride Cl.ClCCN1CCN(CC1)CCCCl